3-(5-bromo-6-methylpyridin-3-yl)-6-(difluoromethyl)imidazo[1,2-b]Pyridazine BrC=1C=C(C=NC1C)C1=CN=C2N1N=C(C=C2)C(F)F